Benzyl 1-(hydroxymethyl)cyclobutane-1-carboxylate OCC1(CCC1)C(=O)OCC1=CC=CC=C1